ClC=1C=C2C(N(CN(C2=CC1F)C1=C(C=C(C=C1)F)CC)C1=C(C=NC=C1)C)=O 6-chloro-1-(2-ethyl-4-fluorophenyl)-7-fluoro-3-(3-methylpyridin-4-yl)-2,3-dihydro-quinazolin-4(1H)-one